N-ethyl-2-((4-(7-(((1s,4s)-4-(ethylsulfonamido)-1-hydroxycyclohexyl)methyl)-2,7-diazaspiro[3.5]nonan-2-yl)pyrimidin-5-yl)oxy)-5-fluoro-N-isopropylbenzamide C(C)N(C(C1=C(C=CC(=C1)F)OC=1C(=NC=NC1)N1CC2(C1)CCN(CC2)CC2(CCC(CC2)NS(=O)(=O)CC)O)=O)C(C)C